[I-].C(CCCCC)OC=1C(=NSN1)C1=CCC[N+](C1)(C)C(CCCCCCCCCCC)OC(C(C)C)=O 5-(4-(Hexyloxy)-1,2,5-thiadiazol-3-yl)-1-(1-(isobutyryloxy)dodecyl)-1-methyl-1,2,3,6-tetrahydropyridin-1-ium iodide